C(C)OC(=O)C=1NC2=CC(=C(C=C2C1)F)COC 5-fluoro-6-(methoxymethyl)-1H-indole-2-carboxylic acid ethyl ester